(Z)-N-(4-(3-Chlorophenyl)-5-(methylsulfonyl)pyrimidin-2-yl)-2-cyano-3-hydroxy-3-(5-methylisoxazol-4-yl)acrylamide ClC=1C=C(C=CC1)C1=NC(=NC=C1S(=O)(=O)C)NC(\C(=C(\C=1C=NOC1C)/O)\C#N)=O